N-[5-[[4-[4-[(dimethylamino)methyl]-3-phenyl-1H-pyrazol-1-yl]pyrimidin-2-yl]amino]-4-methoxy-2-morpholinylphenyl]acrylamide CN(C)CC=1C(=NN(C1)C1=NC(=NC=C1)NC=1C(=CC(=C(C1)NC(C=C)=O)N1CCOCC1)OC)C1=CC=CC=C1